OC1=C(C=C(C=C1C)CCC1=C(C(=CC(=C1)C)CCC1=CC(=C(C(=C1)C)O)C)O)C 2,6-bis[(4-hydroxy-3,5-dimethylphenyl)ethyl]-4-methylphenol